ethyl 2-(4-methoxybenzyl)-5-(4-(4,4,5,5-tetramethyl-1,3,2-dioxaborolan-2-yl)phenyl)-2H-1,2,3-triazole-4-carboxylate COC1=CC=C(CN2N=C(C(=N2)C(=O)OCC)C2=CC=C(C=C2)B2OC(C(O2)(C)C)(C)C)C=C1